N1=CC=C(C=C1)C1=NNC(=C1)N1C(CC(CC1)OCC(F)(F)F)=O 1-(3-(pyridin-4-yl)-1H-pyrazol-5-yl)-4-(2,2,2-trifluoroethoxy)piperidin-2-one